ClC1=C(CNC#C)C=C(C=C1)Cl N-(2,5-dichlorobenzyl)ethynylamine